N-[2-(2-Ethoxy-5-methoxybenzoimidazol-1-yl)ethyl]acetamide C(C)OC1=NC2=C(N1CCNC(C)=O)C=CC(=C2)OC